N-(3-(aminomethyl)-5-fluorophenyl)pyridin-3-amine NCC=1C=C(C=C(C1)F)NC=1C=NC=CC1